di(phenylhexyl) carbonate C(OCCCCCCC1=CC=CC=C1)(OCCCCCCC1=CC=CC=C1)=O